FC=1C=C(C#N)C=C(C1)COC(CO)CCCCCCCCCCCCC 3-fluoro-5-(((1-hydroxypentadec-2-yl)oxy)methyl)benzonitrile